2-oxopyrrolidin-1-carboxamide O=C1N(CCC1)C(=O)N